BrC=1C=CC=C2C=CC=C(C12)N1CC=2N=C(N=C(C2CC1)N1C[C@@H](N(CC1)C(=O)OCC1=CC=CC=C1)CC#N)OC[C@H]1N(CCC1)C benzyl (S)-4-(7-(8-bromonaphthalen-1-yl)-2-(((S)-1-methylpyrrolidin-2-yl)methoxy)-5,6,7,8-tetrahydropyrido[3,4-d]pyrimidin-4-yl)-2-(cyanomethyl)piperazine-1-carboxylate